C(C)(=O)N1C[C@@H](CCC1)N(C(=O)NCC=1NC2=CC(=C(C=C2C1)Cl)OCC1=NOC(=C1)C)C (R)-1-(1-acetylpiperidin-3-yl)-3-((5-chloro-6-((5-methylisoxazol-3-yl)methoxy)-1H-indol-2-yl)methyl)-1-methylurea